C(CCC)OC(C1CCN(CC1)C1=NC=C(C=N1)C=1CCN(CC1)C(=O)OCC1=CC=CC=C1)OCCCC benzyl 4-{2-[4-(dibutoxymethyl)piperidin-1-yl]pyrimidin-5-yl}-3,6-dihydropyridine-1(2H)-carboxylate